L-alanine benzyl ester tosylate salt S(=O)(=O)(O)C1=CC=C(C)C=C1.C(C1=CC=CC=C1)OC([C@@H](N)C)=O